4-(4-methoxy-3-nitrophenyl)thiophene-2-carboxylic acid methyl ester COC(=O)C=1SC=C(C1)C1=CC(=C(C=C1)OC)[N+](=O)[O-]